5-[3-(1-methyl-1H-pyrazol-4-yl)imidazo[1,2-a]pyrimidin-2-yl]-3-(trifluoromethyl)-1H-1,2,4-triazole CN1N=CC(=C1)C1=C(N=C2N1C=CC=N2)C2=NC(=NN2)C(F)(F)F